C(C)(C)(C)OC([C@H]([C@H]([C@H](CO)O)C)NC(=O)OCC1C2=CC=CC=C2C=2C=CC=CC12)=O (2S,3R,4R)-2-((((9H-fluoren-9-yl)methoxy)carbonyl)amino)-4,5-dihydroxy-3-methylpentanoic acid tert-butyl ester